NC1=NN=C(S1)C1CCC(CC1)C(=O)OC methyl (1s,4s)-4-(5-amino-1,3,4-thiadiazol-2-yl)cyclohexane-1-carboxylate